tributyl-(pentamethylcyclopentadiene) tin [Sn].C(CCC)C(C1=C(C(=C(C1C)C)C)C)(CCCC)CCCC